Sodium cumenesulfonate vanadium(II) hydroxide [OH-].[V+2].C=1(C(=CC=CC1)S(=O)(=O)[O-])C(C)C.[Na]